N1C(CC(C1)=O)=O 2,4-pyrrolidinedione